3-amino-4-bromofuran NC1=COC=C1Br